OC=1C=C(C=C(C1)O)C1=COC=2C1=C(C=C(C2)O)C(=O)O 3-(3,5-dihydroxyphenyl)-6-hydroxy-4-benzofurancarboxylic acid